C(C)(C)(C)OC(=O)N([C@@H]1C=CC[C@H](C1)C(=O)OC)S(=O)(=O)C1=CC=C(C=C1)[N+](=O)[O-] Methyl (1R-5S)-5-[tert-butoxycarbonyl-(4-nitrophenyl)sulfonyl-amino]-cyclohex-3-ene-1-carboxylate